2-[4-(4-tert-Butoxycarbonylamino-phenyl)-6-(4-hydroxy-piperidin-1-yl)-pyrimidin-2-ylamino]-4-methyl-5-thiazolecarboxylic acid ethyl ester C(C)OC(=O)C1=C(N=C(S1)NC1=NC(=CC(=N1)C1=CC=C(C=C1)NC(=O)OC(C)(C)C)N1CCC(CC1)O)C